OCCNC1=NC(=CC(=N1)C=1C=C(C#N)C=CC1)C=1N=NN(C1)CC1=NC(=CC=C1)C(C)OC m-[2-(2-hydroxyethylamino)-6-(1-{[6-(1-methoxyethyl)-2-pyridinyl]methyl}-1H-1,2,3-triazol-4-yl)-4-pyrimidinyl]benzonitrile